ClC1=C(C2=C(C=N1)C(=NN2C)[C@H]2C1CN([C@H](C21)C(=O)OC)C(=O)OC(C)(C)C)F |r| O3-tert-butyl O2-methyl rac-(2R,6S)-6-(6-chloro-7-fluoro-1-methyl-pyrazolo[4,3-c]pyridin-3-yl)-3-azabicyclo[3.1.0]hexane-2,3-dicarboxylate